zinc diundecenoate C(C=CCCCCCCCC)(=O)[O-].C(C=CCCCCCCCC)(=O)[O-].[Zn+2]